NC=1C=C(C=CC1C)N1C(C=CC2=CN=C3C(=C12)C=C(C=C3)C=3C=CC(=NC3)C#N)=O 5-(1-(3-Amino-4-methylphenyl)-2-oxo-1,2-dihydrobenzo[h][1,6]naphthyridin-9-yl)picolinonitrile